COC1=C(C=C(C=C1)N1CCC(CC1)OC)S(=O)(=O)N 2-methoxy-5-(4-methoxypiperidin-1-yl)benzenesulfonamide